(R,R or S,S)-4-(4-(1-(1-(bicyclo[1.1.1]pentan-1-yl)-1H-pyrazol-4-yl)-5-chloro-1H-indazol-6-yl)piperidin-1-yl)-4-methyltetrahydrofuran-3-ol C12(CC(C1)C2)N2N=CC(=C2)N2N=CC1=CC(=C(C=C21)C2CCN(CC2)[C@]2([C@H](COC2)O)C)Cl |o1:25|